N1N=NC2=C1C=C(C=C2)CN2CC1(CCN(C1)C1=NC=NC=C1OC1=C(C=C(C=C1)F)C1=C(C=C(C=C1)C#N)C1CC1)CC2 2'-((4-(7-((1H-benzo[d][1,2,3]triazol-6-yl)methyl)-2,7-diazaspiro[4.4]nonan-2-yl)pyrimidin-5-yl)oxy)-2-cyclopropyl-5'-fluoro-[1,1'-biphenyl]-4-carbonitrile